NC1=NC=NN2C1=C(C=C2C=2C=C(C(=NC2)OC)C(=O)N[C@@H]2CN(C[C@@H]2F)S(=O)(=O)C2=C(C=CC=C2)C#N)C(F)(F)F 5-[4-amino-5-(trifluoromethyl)pyrrolo[2,1-f][1,2,4]triazin-7-yl]-N-[(3R,4S)-1-(2-cyanobenzenesulfonyl)-4-fluoropyrrolidin-3-yl]-2-methoxypyridine-3-carboxamide